CC1=CC=C(C=C1)CCCCN 4-(4-methylphenyl)butylamine